2,4-difluoro-3-[[(1-[[2-(trimethylsilyl)ethoxy]methyl]-3-[2-(trimethylsilyl)ethynyl]pyrazolo[3,4-b]pyridin-5-yl)oxy]methyl]aniline FC1=C(N)C=CC(=C1COC=1C=C2C(=NC1)N(N=C2C#C[Si](C)(C)C)COCC[Si](C)(C)C)F